O=C1NC(CCC1N1C(C2=CC=C3C(=C2C1)OCC31CCN(CC1)CC1=CC=C(C(=O)N(C)C)C=C1)=O)=O 4-((7-(2,6-dioxopiperidin-3-yl)-6-oxo-7,8-dihydro-2H,6H-spiro[furo[2,3-e]isoindole-3,4'-piperidin]-1'-yl)methyl)-N,N-dimethylbenzamide